2-[[6-[6-(3-cyclopropyl-1,2,4-triazol-1-yl)-2-azaspiro[3.3]heptane-2-carbonyl]-2,6-diazaspiro[3.3]heptane-2-yl]sulfonyl]benzamide C1(CC1)C1=NN(C=N1)C1CC2(CN(C2)C(=O)N2CC3(CN(C3)S(=O)(=O)C3=C(C(=O)N)C=CC=C3)C2)C1